(1S)-5,7-difluoro-2,3-dihydro-1H-inden-1-amine FC=1C=C2CC[C@@H](C2=C(C1)F)N